1'-(tert-butyl) 3-methyl 4-oxospiro[bicyclo[3.1.0]hexane-2,4'-piperidine]-1',3-dicarboxylate O=C1C(C2(CCN(CC2)C(=O)OC(C)(C)C)C2CC12)C(=O)OC